N-[2,6-xylyl]-2-piperidinecarboxamide C1(=C(C=CC=C1C)C)NC(=O)C1NCCCC1